N1C=CC=2C1=NC=C(C2)[C@H](C)NC2=CC=C(C=N2)C(=O)OC Methyl 6-{[(1S)-1-{1H-pyrrolo[2,3-b]pyridin-5-yl}ethyl]amino}pyridine-3-carboxylate